C(C)(C)C1=NN=C2N1N=C(C=C2NCC2=C(C=CC=C2)O)N[C@H]2COCCC2 2-[[[3-isopropyl-6-[[(3R)-tetrahydropyran-3-yl]amino]-[1,2,4]triazolo[4,3-b]pyridazin-8-yl]amino]methyl]phenol